(octyl phenyl) carbamate C(N)(OC1=C(C=CC=C1)CCCCCCCC)=O